C(#N)[C@H]1N([C@H]2C[C@H]2C1)C([C@H](C12CC3(C[C@@H](CC(C1)C3)C2)OCCN2CCOCC2)NC(OC(C)(C)C)=O)=O tert-butyl ((1S)-2-((1S,3S,5S)-3-cyano-2-azabicyclo[3.1.0]hexan-2-yl)-1-((1S,3R,5S)-3-(2-morpholinoethoxy)adamantan-1-yl)-2-oxoethyl)carbamate